C(C)(C)N1C(NC(C=2C1=NC=NC2)C)=O 1-isopropyl-4-methyl-3,4-dihydropyrimido[4,5-d]pyrimidin-2(1H)-one